4-benzoyl-4-methyl-6-(3-chlorophenyl)-5-hexynenitrile C(C1=CC=CC=C1)(=O)C(CCC#N)(C#CC1=CC(=CC=C1)Cl)C